((Perfluorooctyl)ethyl)di(propan-2-yl)silane FC(C(C(C(C(C(C(C(F)(F)F)(F)F)(F)F)(F)F)(F)F)(F)F)(F)F)(F)CC[SiH](C(C)C)C(C)C